6-Methyl-2-[(1S,4S)-5-methyl-2,5-diazabicyclo[2.2.1]heptan-2-yl]-N-[2-(3-methylpyridin-2-yl)-[1,3]thiazolo[5,4-c]pyridin-6-yl]pyrimidin-4-amine CC1=CC(=NC(=N1)N1[C@@H]2CN([C@H](C1)C2)C)NC2=CC1=C(C=N2)SC(=N1)C1=NC=CC=C1C